N1=CC=C(C=C1)CCSCCSCCCSCCSCCC1=CC=NC=C1 1,15-bis(4-pyridinyl)-3,6,10,13-tetrathiapentadecane